benzyl ((R)-4-(4-bromo-2-fluorophenyl)-1-((S)-1-(4-chloro-3-(3-methylpyridin-2-yl)phenyl)-2-hydroxyethyl)-4-neopentyl-5-oxoimidazolidin-2-ylidene)carbamate BrC1=CC(=C(C=C1)[C@]1(NC(N(C1=O)[C@H](CO)C1=CC(=C(C=C1)Cl)C1=NC=CC=C1C)=NC(OCC1=CC=CC=C1)=O)CC(C)(C)C)F